((2R,5R)-2,5-dimethylpiperazine-1-carbonyl)pyridin C[C@H]1N(C[C@H](NC1)C)C(=O)C1=NC=CC=C1